NC(C(=O)O)(CCN)C 2,4-diamino-2-methyl-butyric acid